C(C)(C)N1C(=NC=C1)S(=O)(=O)NC=1C=C(C=C2C=CC=NC12)C 1-isopropyl-N-(6-meth-ylquinolin-8-yl)-1H-imidazole-2-sulfonamide